1-(5-Methyl-3,6,7,8-tetrahydro-1H-2,4-diaza-as-indacen-2-yl)-2-[1-(6-trifluoromethyl-pyridin-3-yl)-azetidin-3-yl]-ethanone CC=1N=C2CN(CC2=C2CCCC12)C(CC1CN(C1)C=1C=NC(=CC1)C(F)(F)F)=O